3-(4-Ethyl-2-(6-((2-(5-fluoro-2,7-dimethylbenzo[b]thiophen-3-yl)ethyl)amino)pyrimidin-4-yl)thiazol-5-yl)-[1,2,4]oxadiazol-5-ol C(C)C=1N=C(SC1C1=NOC(=N1)O)C1=NC=NC(=C1)NCCC=1C2=C(SC1C)C(=CC(=C2)F)C